2,6-Dichloro-7-(4-nitrobenzyl)-7H-purine ClC1=NC(=C2N(C=NC2=N1)CC1=CC=C(C=C1)[N+](=O)[O-])Cl